N-(4-fluorobenzyl)-1-(4-fluorophenyl)-methylamine FC1=CC=C(CNCC2=CC=C(C=C2)F)C=C1